5-(5-methylisoxazol-4-yl)-2-(1H-pyrrol-1-yl)aniline CC1=C(C=NO1)C=1C=CC(=C(N)C1)N1C=CC=C1